[(1S,2R,3R,5S)-3-methylsulfonyloxy-6,8-dioxabicyclo[3.2.1]octan-2-yl]benzoate CS(=O)(=O)O[C@H]1[C@@H]([C@@H]2CO[C@H](C1)O2)OC(C2=CC=CC=C2)=O